(2S)-(1r,4S)-4-methylcyclohexyl 2-(((((2R,3S,4R,5S)-5-(4-aminopyrrolo[2,1-f][1,2,4]triazin-7-yl)-2-cyano-3,4-dihydroxytetrahydrofuran-2-yl)methoxy)(phenoxy)phosphoryl)amino)propanoate NC1=NC=NN2C1=CC=C2[C@H]2[C@@H]([C@@H]([C@@](O2)(C#N)COP(=O)(OC2=CC=CC=C2)N[C@H](C(=O)OC2CCC(CC2)C)C)O)O